(5S)-spiro[5,7-dihydro-cyclopenta[b]pyrazin-6,4'-piperidin]-5-amine hydrochloride Cl.N1CCC2(CC1)[C@@H](C=1C(=NC=CN1)C2)N